FC=1N(C2=CC=CC=C2C1N=C=S)F difluoro-3-isothiocyanato-1H-indole